tert-Butyl (4S)-4-((2S)-2-(1-(2-((9H-fluoren-9-yl)methoxy)-2-oxoacetyl)pyrrolidine-2-carboxamido)-4-methylpentanamido)-5-(((S)-1-methoxy-3-methyl-1-oxobutan-2-yl)amino)-5-oxopentanoate C1=CC=CC=2C3=CC=CC=C3C(C12)COC(C(=O)N1C(CCC1)C(=O)N[C@H](C(=O)N[C@@H](CCC(=O)OC(C)(C)C)C(=O)N[C@H](C(=O)OC)C(C)C)CC(C)C)=O